phosphate oxygen [O+2].P(=O)([O-])([O-])[O-].P(=O)([O-])([O-])[O-].[O+2].[O+2]